5-(4-(hydroxymethyl)-1H-pyrazole-1-yl)-2-(6-(methyl(2,2,6,6-tetramethylpiperidin-4-yl)amino)pyridazin-3-yl)phenol OCC=1C=NN(C1)C=1C=CC(=C(C1)O)C=1N=NC(=CC1)N(C1CC(NC(C1)(C)C)(C)C)C